ClC1=CC=C2C(=C(N(C2=C1C=1C(=NN(C1C)C)C)CCN1CCNCC1)C(=O)O)CCCOC1=C2C3CCC(C2=CC=C1)C3 6-chloro-1-(2-(piperazin-1-yl)ethyl)-3-(3-((1,2,3,4-tetrahydro-1,4-methanonaphthalen-5-yl)oxy)propyl)-7-(1,3,5-trimethyl-1H-pyrazol-4-yl)-1H-indole-2-carboxylic acid